6-methyl-8-(2,4,5-trimethylphenyl)-1,2,3,5-tetrahydro-s-indacene CC=1CC=2C=C3CCCC3=C(C2C1)C1=C(C=C(C(=C1)C)C)C